[3-[3-[(5-cyclopropyl-1,3,4-oxadiazol-2-yl)methyl]-1-bicyclo[1.1.1]pentanyl]azetidin-1-yl]-[6-(3-cyclopropyl-1H-1,2,4-triazol-5-yl)-2-azaspiro[3.3]heptan-2-yl]methanone C1(CC1)C1=NN=C(O1)CC12CC(C1)(C2)C2CN(C2)C(=O)N2CC1(C2)CC(C1)C1=NC(=NN1)C1CC1